CC1(COC1)COC=1C=C(C=CC1)NC(C1=CN=CC=C1)=O N-(3-((3-methyloxetan-3-yl)methoxy)phenyl)nicotinamide